P(=O)(OCC1=C(C=C(C=C1)N)C#CCN)(OC)OC 4-amino-2-(3-aminoprop-1-yn-1-yl)benzyl dimethyl phosphate